(3,4-difluorophenyl)-5-(4-(methylsulfanyl)phenyl)Azole-4-carboxylic acid ethyl ester C(C)OC(=O)C=1C=C(NC1C1=CC=C(C=C1)SC)C1=CC(=C(C=C1)F)F